COC1=CC=C(C=C1)CN1N=C(C=C(C1=O)C)CCCCC(=O)O 5-[1-[(4-methoxyphenyl)methyl]-5-methyl-6-oxo-pyridazin-3-yl]pentanoic acid